(S)-1-(4-methyl-1-morpholino-1-oxopent-2-yl)-3-phenylurea CC(C[C@@H](C(=O)N1CCOCC1)NC(=O)NC1=CC=CC=C1)C